6-chloro-pyrazolo[3,4-d]pyrimidin-4-amine ClC1=NC(=C2C(=N1)NN=C2)N